N1N=CC(=C1)CCNC1=NC(=NC(=C1C)C)C(=O)NC(C)C=1SC(=CC1)C 4-((2-(1H-pyrazol-4-yl)ethyl)amino)-5,6-dimethyl-N-(1-(5-methylthiophen-2-yl)ethyl)pyrimidine-2-carboxamide